malonic acid dipropylester C(CC)OC(CC(=O)OCCC)=O